COC=1C=C(C=CC1OC)C1=CC=C2C=CC(C=3C=CC=C1C32)=O 6-(3,4-dimethoxyphenyl)-1H-phenalen-1-one